NC=1C(=NC(=CN1)C1=CC(=CC=C1)C=1C=NN(C1)CC(C)(C)O)C(=O)N[C@@H]1CNC[C@H](C1)F 3-amino-N-((3S,5S)-5-fluoropiperidin-3-yl)-6-(3-(1-(2-hydroxy-2-methylpropyl)-1H-pyrazol-4-yl)phenyl)pyrazine-2-carboxamide